6,8-dihydro-5H-1,7-naphthyridin-7-yl-[rac-(5R,7R)-7-fluoro-5-phenyl-6,7-dihydro-5H-pyrrolo[1,2-b][1,2,4]triazol-2-yl]methanone N1=CC=CC=2CCN(CC12)C(=O)C=1N=C2N(N1)[C@H](C[C@H]2F)C2=CC=CC=C2 |r|